[O-]P([O-])(=O)OP(=O)([O-])OP(=O)([O-])[O-].[K+].[K+].[K+].[K+].[K+] Pentapotassium Triphosphat